NC1=NC=CC2=CC(=CC=C12)CNC(C1=C(N=CC(=C1)Cl)OC1=CC=C(C=C1)N1C(CCC1)=O)=O N-((1-aminoisoquinolin-6-yl)methyl)-5-chloro-2-(4-(2-oxopyrrolidin-1-yl)phenoxy)nicotinamide